3-(fluoromethyl)pyrrolidine-1-carboxylic acid tert-butyl ester C(C)(C)(C)OC(=O)N1CC(CC1)CF